5-(morpholinomethyl)-2-((4-phenoxybutyryl)glycyl)-2-azabicyclo[3.1.0]hexane-3-carboxamide O1CCN(CC1)CC12CC(N(C2C1)C(CNC(CCCOC1=CC=CC=C1)=O)=O)C(=O)N